2-(2-oxo-2-(2-phenylazetidin-1-yl)ethyl)-6-(4-(2,2,2-trifluoroethoxy)phenyl)pyridazin-3(2H)-one O=C(CN1N=C(C=CC1=O)C1=CC=C(C=C1)OCC(F)(F)F)N1C(CC1)C1=CC=CC=C1